C(C)(C)(C)C=1C=C(C=C(C1O)C(C)(C)C)CCC(=O)OCCN1C(CC(CC1(C)C)OC(CCC1=CC(=C(C(=C1)C(C)(C)C)O)C(C)(C)C)=O)(C)C 1-[2-[3-(3,5-di-tert-butyl-4-hydroxyphenyl)propionyloxy]ethyl]-4-[3-(3,5-di-tert-butyl-4-hydroxyphenyl)-propionyloxy]-2,2,6,6-tetramethylpiperidine